8-chloro-2,3-dihydropyridazino[4,5-b]quinoline-1,4-dione 5-oxide 2-hydroxy-N,N,N-trimethyl-ethanaminium salt OCC[N+](C)(C)C.ClC1=CC=2C=C3C(=[N+](C2C=C1)[O-])C(NNC3=O)=O